C([C@H]([C@H]([C@@H](C(=O)C=O)O)O)O)O 2-ketoglucose